CC(C)(C(C)C)NCCCCCCCCCN N-(2,3-dimethylbutan-2-yl)nonane-1,9-diamine